(2S,4R)-N-[(1-methylindazol-5-yl)methyl]-1-[(2R,3S)-1-methyl-3-(pyrrolidine-1-carbonyl)piperidine-2-carbonyl]-4-(p-tolylmethyl)pyrrolidine-2-carboxamide CN1N=CC2=CC(=CC=C12)CNC(=O)[C@H]1N(C[C@@H](C1)CC1=CC=C(C=C1)C)C(=O)[C@@H]1N(CCC[C@@H]1C(=O)N1CCCC1)C